FC1=C(C=CC(=C1)[N+](=O)[O-])N1C[C@H](CC1)CO (S)-(1-(2-fluoro-4-nitrophenyl)pyrrolidin-3-yl)methanol